3-((1-(3,7-dimethyl-4-oxo-2-(piperidin-1-yl)-4H-pyrido[1,2-a]pyrimidin-9-yl)ethyl)amino)picolinic acid CC1=C(N=C2N(C1=O)C=C(C=C2C(C)NC=2C(=NC=CC2)C(=O)O)C)N2CCCCC2